O1CCC(CC1)C1=CC(=NN1)N 5-(tetrahydro-2H-pyran-4-yl)-1H-pyrazol-3-amine